OCCNCC(=O)O 2-((2-hydroxyethyl)amino)acetic acid